2-(hydroxymethyl)oxolan-3-one OCC1OCCC1=O